ethyl 5-bromo-6-chloro-2-formylnicotinate BrC=1C(=NC(=C(C(=O)OCC)C1)C=O)Cl